5-fluoro-2-methoxy-3-(2-methyl-2H-1,2,3-triazol-4-yl)aniline FC=1C=C(C(=C(N)C1)OC)C1=NN(N=C1)C